CNNC(=N)N 1-methylaminoguanidine